methyl 3-[4-[3-[2-(4-amino-2,6-dichloro-phenoxy)ethoxy]propoxy]-3,5-dichloro-phenyl]propanoate NC1=CC(=C(OCCOCCCOC2=C(C=C(C=C2Cl)CCC(=O)OC)Cl)C(=C1)Cl)Cl